3-((S)-2-chloro-2-((3aS,4S,6S,7aR)-3a,5,5-trimethylhexahydro-4,6-methanobenzo[d][1,3,2]dioxaborol-2-yl)ethyl)benzoate Cl[C@H](CC=1C=C(C(=O)[O-])C=CC1)B1O[C@@]2([C@H](O1)C[C@H]1C([C@@H]2C1)(C)C)C